C(C)(C)C1N2C(C3=CC(=C(C=C3C1)OCCCOC)C=1SC=CC1)=CC(C(=C2)C(=O)O)=O 6-isopropyl-9-(3-methoxypropoxy)-2-oxo-10-(thiophen-2-yl)-6,7-dihydro-2H-pyrido[2,1-a]isoquinoline-3-carboxylic acid